COC=1C=2N(C=C(C1)C=1C=NN(C1)C1CCN(CC1)C(=O)C1CN(C1)C(\C=C\CN1CCOCC1)=O)N=CC2C#N (E)-4-methoxy-6-(1-(1-(1-(4-morpholinobut-2-enoyl)azetidine-3-carbonyl)piperidin-4-yl)-1H-pyrazol-4-yl)pyrazolo[1,5-a]pyridine-3-carbonitrile